6-methyl-2-(oxan-2-ylmethyl)-N-(3-sulfamoylphenyl)indazole-3-carboxamide CC=1C=CC2=C(N(N=C2C1)CC1OCCCC1)C(=O)NC1=CC(=CC=C1)S(N)(=O)=O